N[C@@H](C(C)C)C(=O)OC[C@H]1O[C@@]([C@@H]2OC(O[C@@H]21)C2=CC=CC=C2)(C#N)C2=CC=C1C(=NC=NN12)N ((3aR,4R,6R,6aR)-6-(4-aminopyrrolo[2,1-f][1,2,4]triazin-7-yl)-6-cyano-2-phenyltetrahydrofuro[3,4-d][1,3]dioxol-4-yl)methyl L-valinate